C(CCCOCCOCCOCCOCCC)(=O)O 5,8,11,14-tetraoxaheptadecanoic acid